tert-butyl (S)-4-(6-((4-chloro-2-fluorobenzyl)oxy)-5-fluoropyridin-2-yl)-2-methylpiperazine-1-carboxylate ClC1=CC(=C(COC2=C(C=CC(=N2)N2C[C@@H](N(CC2)C(=O)OC(C)(C)C)C)F)C=C1)F